N-(5-(3-cyclopropyl-1-hydroxy-1-(pyridin-3-yl)propyl)-2-fluorophenyl)-3-(trifluoromethyl)-1H-pyrazole-5-carboxamide C1(CC1)CCC(C=1C=NC=CC1)(O)C=1C=CC(=C(C1)NC(=O)C1=CC(=NN1)C(F)(F)F)F